FC1=C(C(=CC=C1)OC(F)(F)F)C=1C=CC(=NC1)N[C@@H]1C[C@H](CC1)NC(OC(C)(C)C)=O tert-Butyl ((1S,3S)-3-((5-(2-fluoro-6-(trifluoromethoxy)phenyl)pyridin-2-yl)amino)cyclopentyl)carbamate